O-benzyl-L-β-homothreonine C(C1=CC=CC=C1)O[C@@H]([C@H](N)CC(=O)O)C